N-(1-(5-(3-cyano-6-(2-hydroxy-2-methylpropoxy)pyrazolo[1,5-a]pyridin-4-yl)pyridin-2-yl)-4-methylpiperidin-4-yl)-5-fluoro-2-methoxynicotinamide C(#N)C=1C=NN2C1C(=CC(=C2)OCC(C)(C)O)C=2C=CC(=NC2)N2CCC(CC2)(C)NC(C2=C(N=CC(=C2)F)OC)=O